C(C(C)C)N(C)CC1=CC(=NC=C1)C=1C=C2CN(C(C2=CC1)=O)C1C(NC(CC1)=O)=O 3-(5-(4-((isobutyl(methyl)amino)methyl)pyridin-2-yl)-1-oxoisoindolin-2-yl)piperidine-2,6-dione